2-[(3-fluoroazetidin-1-yl)methyl]aniline FC1CN(C1)CC1=C(N)C=CC=C1